ClCC1OCOCC1 4-chloromethyl-[1,3]dioxane